2-(azetidin-3-yl)-N-(3-chloro-4-methyl-5-(morpholinomethyl)phenyl)acetamide N1CC(C1)CC(=O)NC1=CC(=C(C(=C1)CN1CCOCC1)C)Cl